[Se]=[Te].[Hg].[Cd] cadmium mercury selenotelluride